6-(4-hydroxy-3,5-di-t-butylanilino)-2,4-bis-octylthio-1,3,5-triazine OC1=C(C=C(NC2=NC(=NC(=N2)SCCCCCCCC)SCCCCCCCC)C=C1C(C)(C)C)C(C)(C)C